OC1=C(C=C(C(=O)OC)C=C1)C1=CN=CN1CC(=C)C methyl 4-hydroxy-3-(1-(2-methylallyl)-1H-imidazol-5-yl)benzoate